(S)-6-methyl-3-(trifluoromethyl)-5,6-dihydroimidazo[1,5-a][1,2,4]triazolo[3,4-c]pyrazine C[C@H]1CN2C(C=3N1C=NC3)=NN=C2C(F)(F)F